FC1(CCN(CCC1)C1=NC2=CC(=CC=C2C=C1C(=O)NC=1C=C(C(=O)[O-])C=CC1)F)F 3-(2-(4,4-difluoroazepan-1-yl)-7-fluoroquinoline-3-carboxamido)benzoate